OCCOC1=C(C=C(C=C1)C1(C2=CC=CC=C2C=2C=CC=CC12)C1=CC(=C(C=C1)OCCO)C)C 9,9-bis{4-(2-hydroxyethoxy)-3-methylphenyl}fluorene